C1(CCCC1)N1[C@@H](C(N(C=2C=NC(=NC12)NC1=C(C=C(C(=O)NCCOCCCOC2CCN(CC2)C(=O)OC(C)(C)C)C=C1)OC)C)=O)CC tert-butyl 4-[3-[2-[[4-[[(7R)-8-cyclopentyl-7-ethyl-5-methyl-6-oxo-7H-pteridin-2-yl]amino]-3-methoxy-benzoyl]amino]ethoxy]propoxy]piperidine-1-carboxylate